C(CCCCCCC(C)C)C=1C(=C(C(=C(C1C(=O)[O-])C(=O)[O-])CCCCCCCC(C)C)C(=O)[O-])CCCCCCCC(C)C tri-(isodecyl)trimellitate